C(C)(C)(C)OC(=O)N1CCC(=CC1)C1=NC=C(C=C1)[N+](=O)[O-].N1(C=NC2=C1C=CC=C2)C=2C=NC=C(C2)N2C=NC1=C2C=CC=C1 3,5-bis(1-benzimidazolyl)pyridine tert-butyl-4-(5-nitro-2-pyridyl)-3,6-dihydro-2H-pyridine-1-carboxylate